N1-(4-(4,4-difluoropiperidin-1-yl)pyrimidin-2-yl)-2-(6-azaspiro[2.5]octan-6-yl)terephthalamide FC1(CCN(CC1)C1=NC(=NC=C1)NC(C1=C(C=C(C(=O)N)C=C1)N1CCC2(CC2)CC1)=O)F